4-(5-((2-chlorophenyl)amino)-6-fluoro-1H-indazol-1-yl)-N-cyclopropylthiophene-2-carboxamide ClC1=C(C=CC=C1)NC=1C=C2C=NN(C2=CC1F)C=1C=C(SC1)C(=O)NC1CC1